NC(CCOCCC(=O)N1CCN(CC1)C(=O)C1=C(C=C(C=C1)NC(=O)C=1N(C(=CN1)C1=C(C(=C(C=C1)OC)F)F)C)Cl)=O N-(4-(4-(3-(3-amino-3-oxopropoxy)propanoyl)piperazine-1-carbonyl)-3-chlorophenyl)-5-(2,3-difluoro-4-methoxyphenyl)-1-methyl-1H-imidazole-2-carboxamide